C(C)(C)P(C1=C(C(=CC=C1)C)C1=C(C=CC=C1C)P(C(C)C)C(C)C)C(C)C (R)-(+)-2,2'-Bis(di-i-propylphosphino)-6,6'-dimethyl-1,1'-bi-phenyl